NC=1C(=NC(=C(N1)F)C1=CC=C(C=C1)N1CCN(CC1)C1CCC1)C=1C=C2C(C(NC(C2=C(C1)F)=O)C)(F)F 6-(3-amino-6-(4-(4-cyclobutylpiperazin-1-yl)phenyl)-5-fluoropyrazin-2-yl)-4,4,8-trifluoro-3-methyl-3,4-dihydroisoquinolin-1(2H)-one